[C@@H]1([C@H](O)C=C(CO)O1)N1C(=O)NC(=O)C=C1 3'-deoxy-3',4'-didehydrouridine